2-{4-[(2-hydroxy-2-methylpropyl)amino]pyrrolo[1,2-d][1,2,4]triazin-1-yl}-5-(trifluoromethoxy)phenol OC(CNC1=NN=C(C=2N1C=CC2)C2=C(C=C(C=C2)OC(F)(F)F)O)(C)C